6-(4-amino-3-hydroxylpiperid-1-yl)-2-(4-cyano-3-fluorophenyl)-3-(3-fluoro-4-methoxyphenyl)isonicotinonitrile NC1C(CN(CC1)C=1N=C(C(=C(C#N)C1)C1=CC(=C(C=C1)OC)F)C1=CC(=C(C=C1)C#N)F)O